CC1NC(CC=2C3=CC=CC=C3NC12)C(=O)O 1-methyl-1,2,3,4-tetrahydro-B-carboline-3-carboxylic acid